rac-(3r,4r)-4-((8-bromo-6-(difluoromethyl)quinazolin-2-yl)amino)-1-(methylsulfonyl)piperidin-3-ol BrC=1C=C(C=C2C=NC(=NC12)N[C@H]1[C@@H](CN(CC1)S(=O)(=O)C)O)C(F)F |r|